[F-].P(=O)(OC1=CC=C(C=C1)Cl)(OC1=CC=CC=C1)[O-] (S)-(4-chlorophenyl) (phenyl) phosphate fluoride